8-(3-hydroxy-propylamino)-octanoate OCCCNCCCCCCCC(=O)[O-]